C1(CCCCC1)COC1=CC=C(C=N1)C1OCCC(C1)C(=O)N [6-(cyclohexylmethoxy)-3-pyridinyl]tetrahydropyran-4-carboxamide